5-chloro-3-((2,4-dichlorophenylimino)-methyl)benzene-1,2-diol ClC1=CC(=C(C(=C1)O)O)C=NC1=C(C=C(C=C1)Cl)Cl